6-amino-2-(3,5-dichloro-4-((5-(2-methylcyclobutyl)-6-oxo-1,6-dihydropyridazin-3-yl)oxy)phenyl)-1,2,4-triazine-3,5(2H,4H)-dione NC=1C(NC(N(N1)C1=CC(=C(C(=C1)Cl)OC1=NNC(C(=C1)C1C(CC1)C)=O)Cl)=O)=O